N-(trans-4-morpholinocyclohexyl)-5-(thieno[3,2-c]pyridin-2-yl)-7H-pyrrolo[2,3-d]pyrimidin-4-amine O1CCN(CC1)[C@@H]1CC[C@H](CC1)NC=1C2=C(N=CN1)NC=C2C2=CC=1C=NC=CC1S2